undecane-2,4,6-triene-9-carboxylic acid (R)-1-phenylethyl ester C1(=CC=CC=C1)[C@@H](C)OC(=O)C(CC=CC=CC=CC)CC